C1CCC12CCN(CC2)C2=CC=C1C(=N2)NC(=N1)C1=C(C2=C(NC1=O)SC=C2)N 5-(5-(7-azaspiro[3.5]nonan-7-yl)-3H-imidazo[4,5-b]pyridin-2-yl)-4-aminothieno[2,3-b]pyridin-6(7H)-one